COC1=C(C=CC(=C1)OC)C=1NC=CN1 2-(2,4-dimethoxyphenyl)imidazole